4-[5-(cyclopropylmethoxy)-2-(1,1-dioxo-1,2-thiazolidin-2-yl)pyrimidin-4-yl]-2-methylisoquinolin-1-one C1(CC1)COC=1C(=NC(=NC1)N1S(CCC1)(=O)=O)C1=CN(C(C2=CC=CC=C12)=O)C